3-(9-((4-(aminomethyl)-2-(2-hydroxyethyl)phenyl)carbamoyl)-4,5-dihydrobenzo[b]thieno[2,3-d]oxepin-8-yl)-6-(propylcarbamoyl)picolinic acid NCC1=CC(=C(C=C1)NC(=O)C1=CC2=C(OCCC3=C2SC=C3)C=C1C=1C(=NC(=CC1)C(NCCC)=O)C(=O)O)CCO